ClC1=C(C=C2C(N(CN(C2=C1)C1=C(C=C(C=C1)F)C)C1=C(NC(C=C1)=O)C)=O)C#N 7-chloro-1-(4-fluoro-2-methylphenyl)-3-(2-methyl-6-oxo-1,6-dihydropyridin-3-yl)-4-oxo-1,2,3,4-tetra-hydroquinazoline-6-carbonitrile